CC1C(NCC1)=O 3-methyl-pyrrolidin-2-one